OC1(CC(C1)C1=CC=NC=2N1N=C(C2C#N)C2=CC=C1C=CC(=NC1=C2)C2=CC=CC=C2)C 7-(3-hydroxy-3-methylcyclobutyl)-2-(2-phenylquinolin-7-yl)pyrazolo[1,5-a]pyrimidine-3-carbonitrile